(±)-3-(((6-bromo-3-fluoropyridin-2-yl)methoxy)methyl)-4-(4-methoxybenzyl)piperazine-1-carboxylate BrC1=CC=C(C(=N1)COC[C@H]1CN(CCN1CC1=CC=C(C=C1)OC)C(=O)[O-])F |r|